N1=CC(=CC=C1)C=1[C@]2(C)[C@@H](CC1)[C@@H]1CC[C@H]3C[C@@H](CC[C@]3(C)[C@H]1CC2)O 17-(3-pyridyl)-5α-androst-16-en-3α-ol